FC1=CC=C(C=C1)N(C1=NC2=CC=C(C=C2C=C1)NC(C1=NC=CC(=C1O)OC)=O)C N-(2-((4-fluorophenyl)(methyl)amino)quinolin-6-yl)-3-hydroxy-4-methoxypicolinamide